5-fluoro-4-(1-methyl-6-nitro-indol-3-yl)-N-(4-morpholinophenyl)pyrimidin-2-amine FC=1C(=NC(=NC1)NC1=CC=C(C=C1)N1CCOCC1)C1=CN(C2=CC(=CC=C12)[N+](=O)[O-])C